N1=CC=C(C=C1)CNC(NC1CC2(CC(C2)NC(OC(C)(C)C)=O)C1)=O tert-butyl (6-(3-(pyridin-4-ylmethyl)ureido)spiro[3.3]heptan-2-yl)carbamate